butoxy-N,N-dimethylpropaneamide C(CCC)OC(C(=O)N(C)C)C